BrC1=CC(N(C=C1)CCOC)=O 4-bromo-1-(2-methoxyethyl)pyridin-2(1H)-one